ClC1=C(C=O)C(=CC=C1F)F 2-chloro-3,6-difluorobenzaldehyde